C1(=CC(=CC=C1)C=N)C (m-tolyl)methanimine